(5R)-1,1-dibromo-6-(tert-butoxycarbonyl)-6-azaspiro[2.5]octane-5-carboxylic acid BrC1(CC12C[C@@H](N(CC2)C(=O)OC(C)(C)C)C(=O)O)Br